butyl 4-((6-(trifluoromethyl)-1H-benzo[d]imidazol-2-yl)methyl)piperazine-1-carboxylate FC(C=1C=CC2=C(NC(=N2)CN2CCN(CC2)C(=O)OCCCC)C1)(F)F